5-((tert-butoxycarbonyl)amino)-2,6-dimethylpyrazolo[1,5-a]pyridine-3-carboxylic acid ethyl ester C(C)OC(=O)C=1C(=NN2C1C=C(C(=C2)C)NC(=O)OC(C)(C)C)C